N1=CC(=CC=C1)[C@H]1N(CCC1)CCCCCC(=O)N1C[C@H](CC1)C(=O)OC (S)-Methyl 1-(6-((S)-2-(pyridin-3-yl)pyrrolidin-1-yl)hexanoyl)pyrrolidine-3-carboxylate